2-(2-(4,4-dimethylcyclohex-1-en-1-yl)ethyl)-5,5-dimethyl-1,3-dioxan CC1(CC=C(CC1)CCC1OCC(CO1)(C)C)C